2-(8-((2s,5r)-4-(1-(2-cyclopropylpyrimidin-5-yl)ethyl)-2,5-diethylpiperazin-1-yl)-5-methyl-6-oxo-5,6-dihydroimidazo[1,2-b]pyridazin-2-yl)acetonitrile C1(CC1)C1=NC=C(C=N1)C(C)N1C[C@@H](N(C[C@H]1CC)C=1C=2N(N(C(C1)=O)C)C=C(N2)CC#N)CC